C(#N)C1=C(C=NC(=C1)CN1CC2=CC=C(C=C2C1)C#N)OCC1CCN(CC1)S(=O)(=O)CC(=O)OCC ethyl 2-((4-((4-cyano-6-((5-cyanoisoindolin-2-yl)methyl)pyridin-3-yl)oxy)methylpiperidin-1-yl)sulfonyl)acetate